C1(=CC=CC=C1)N(C1(CC=C(C=C1)C1=CC=CC=C1)N)C1=CC=CC=C1 N,N-diphenyl-(1,1-biphenyl)-4,4-diamine